4-((3-isopropyl-5-(2-methoxypyrimidin-5-yl)pyrazolo[1,5-a]pyrimidin-7-yl)amino)piperidine-1-carboxylic acid (1-(tert-butoxycarbonyl)-3-fluoroazetidin-3-yl)methyl ester C(C)(C)(C)OC(=O)N1CC(C1)(F)COC(=O)N1CCC(CC1)NC1=CC(=NC=2N1N=CC2C(C)C)C=2C=NC(=NC2)OC